2-(2-(3,8-diazabicyclo[3.2.1]octan-8-yl)-4,5,6,7-tetrahydrothiazolo[5,4-c]pyridine-5-carbonyl)benzonitrile C12CNCC(CC1)N2C=2SC=1CN(CCC1N2)C(=O)C2=C(C#N)C=CC=C2